E-5-methoxy-4-((6-methoxy-3,4-dihydroisoquinolin-2(1H)-yl)methyl)-2-methyl-1H-indole-3-carboxylic acid ethyl ester C(C)OC(=O)C1=C(NC2=CC=C(C(=C12)CN1CC2=CC=C(C=C2CC1)OC)OC)C